4-hydroxy-α-cyanocinnamic acid OC1=CC=C(C=C(C(=O)O)C#N)C=C1